(2S,6R)-4-((7-(1-(4-Chlorobenzyl)piperidin-3-yl)-2-methylpyrazolo[1,5-a]pyrimidin-3-yl)methyl)-2,6-dimethylmorpholine ClC1=CC=C(CN2CC(CCC2)C2=CC=NC=3N2N=C(C3CN3C[C@@H](O[C@@H](C3)C)C)C)C=C1